[1,2]dithiane S1SCCCC1